OC[C@@H]1[C@H](CC1)COC=1C=C(C=C(C1)[N+](=O)[O-])S(=O)(=O)N(CC1=CC=C(C=C1)OC)CC1=CC=C(C=C1)OC 3-(((1S,2S)-2-(hydroxymethyl)cyclobutyl)methoxy)-N,N-bis(4-methoxybenzyl)-5-nitrobenzenesulfonamide